COC1=CC(=NC=C1C#N)C1=NC=C(C=C1)CN1C[C@H](NCC1)C=1C(=C2COC(C2=CC1)=O)C (R)-4-methoxy-5'-((3-(4-methyl-1-oxo-1,3-di-hydroisobenzofuran-5-yl)piperazin-1-yl)methyl)-[2,2'-bipyridine]-5-carbonitrile